6-Chloro-3-[(1R)-1-[2-[2-(dimethylamino)quinazolin-6-yl]-3,6-dimethyl-4-oxo-chromen-8-yl]ethoxy]pyridine-2-carboxamide ClC1=CC=C(C(=N1)C(=O)N)O[C@H](C)C=1C=C(C=C2C(C(=C(OC12)C=1C=C2C=NC(=NC2=CC1)N(C)C)C)=O)C